(E)-N-[(1H-indazol-7-yl)methyl]-3-(4-bromophenyl)acrylamide N1N=CC2=CC=CC(=C12)CNC(\C=C\C1=CC=C(C=C1)Br)=O